1,2-dihydropyrido[2,3-d]pyrimidine-6-carbonitrile N1CN=CC2=C1N=CC(=C2)C#N